(1R,5S)-1,2,3,4,5,6-hexahydro-1,5-methano-8H-pyrido[1,2a][1,5]diazocin-8-one C1[C@H]2CNC[C@@H]1C3=CC=CC(=O)N3C2